methyl (S)-4-(difluoromethylene)pyrrolidine-2-carboxylate FC(=C1C[C@H](NC1)C(=O)OC)F